(S)-N-(3-(1-((2-amino-5-(1-methyl-1H-pyrazol-4-yl)pyridin-3-yl)oxy)ethyl)phenyl)-3-(dimethylamino)-4-methylbenzamide NC1=NC=C(C=C1O[C@@H](C)C=1C=C(C=CC1)NC(C1=CC(=C(C=C1)C)N(C)C)=O)C=1C=NN(C1)C